4-(Azetidin-1-ylmethyl)-N'-(1,2,3,5,6,7-hexahydro-s-indacen-4-ylcarbamoyl)benzene-sulfonimidamide N1(CCC1)CC1=CC=C(C=C1)S(=O)(N)=NC(NC1=C2CCCC2=CC=2CCCC12)=O